2-(pyridin-2-yl)bicyclo[2.2.2]octan-2-carbonitrile N1=C(C=CC=C1)C1(C2CCC(C1)CC2)C#N